8-[2-methoxy-4-[(1-oxo-[1,3]thiazolo[3,2-a]benzimidazol-2-ylidene)methyl]phenoxy]-1,3,7-trimethylpurine-2,6-dione COC1=C(OC2=NC=3N(C(N(C(C3N2C)=O)C)=O)C)C=CC(=C1)C=C1CN2C(=NC3=C2C=CC=C3)S1=O